C(CCCCCCC\C=C/C\C=C/CCCCC)OCC(CN1CCN(CC1)C)OCCCCCCCC\C=C/C\C=C/CCCCC 1,2-Dilinoleyloxy-3-(N-methyl-piperazino)propane